(±)-2-chloro-N-(3,4-dichlorophenyl)-6,7,8,9-tetrahydro-5H-5,8-epiminobenzo[7]annulene-10-carboxamide ClC=1C=CC2=C(CC3CCC2N3C(=O)NC3=CC(=C(C=C3)Cl)Cl)C1